methyl 5-(3-(2-(3-(tert-butoxy)-3-oxopropyl)-6-fluorophenoxy)propyl)-2-chlorothiazole-4-carboxylate C(C)(C)(C)OC(CCC1=C(OCCCC2=C(N=C(S2)Cl)C(=O)OC)C(=CC=C1)F)=O